C#C.[Na] sodium ethyne